Benzyl (2S)-2-(9-fluorenyl)methoxycarbonylaminomethyl-3-n-propoxypropionate C1=CC=CC=2C3=CC=CC=C3C(C12)COC(=O)NC[C@H](C(=O)OCC1=CC=CC=C1)COCCC